BrC=1C=C2OC=3C=CC=CC3N3C2=C(C1)OC1=C3C=CC=C1 7-bromobenzo[5,6][1,4]oxazino[2,3,4-kl]phenoxazine